N1=CC(=CC=C1)N1C=NC2=C1C=CC=C2C(=O)N (pyridin-3-yl)-1H-benzo[d]Imidazole-4-carboxamide